1-(4-(3-chlorophenyl)-5-(isopropylthio)thiazol-2-yl)-4-(3-fluorophenyl)-3-methyl-1H-pyrazole-5-carboxylic acid ClC=1C=C(C=CC1)C=1N=C(SC1SC(C)C)N1N=C(C(=C1C(=O)O)C1=CC(=CC=C1)F)C